3,3',3'',3'''-(1,2-ethanediyldinitrilo)tetrakis[propanenitrile] C(CN(CCC#N)CCC#N)N(CCC#N)CCC#N